ClC=1C=CC(=NC1)COC1=NN=C(S1)NC(=O)C=1C=NC(=CC1C1=C(C(=NC=C1)C#N)OC)C N-(5-((5-chloropyridin-2-yl)methoxy)-1,3,4-thiadiazol-2-yl)-2'-cyano-3'-methoxy-6-methyl-[4,4'-bipyridine]-3-carboxamide